4-(5-carbamoyl-6-(methylamino)pyridin-3-yl)-2-((4-((2-(dimethylamino)ethyl)(methyl)amino)-2-methoxy-5-nitrophenyl)amino)pyrimidine-5-carboxylate C(N)(=O)C=1C=C(C=NC1NC)C1=NC(=NC=C1C(=O)[O-])NC1=C(C=C(C(=C1)[N+](=O)[O-])N(C)CCN(C)C)OC